FC=1C=C(C=C(C1)F)C=1CC(OC1)C(=O)OCC ethyl 4-(3,5-difluorophenyl)-2,3-dihydrofuran-2-carboxylate